C1(CCCCC1)C1=CC=C(C=C1)C(F)(F)F 1-cyclohexyl-4-(trifluoromethyl)benzene